C1(=CC=CC2=CC=CC=C12)N1CCC(CC1)CC(=O)NC1=CC(=CC=C1)Cl 2-(1-(1-naphthyl)piperidin-4-yl)-N-(3-chlorophenyl)acetamide